FC1=CC=C(C=C1)C=1N=CN(C1C=1C=CC=2N(N1)C(=CN2)C#N)CCC(F)(F)F 6-(4-(4-fluorophenyl)-1-(3,3,3-trifluoropropyl)-1H-imidazol-5-yl)imidazo[1,2-b]pyridazine-3-carbonitrile